6-methoxy-1-methyl-3,4-dihydro-1H-isoquinoline COC=1C=C2CCNC(C2=CC1)C